Ethyl 1-[3-(2-methoxyethyl)-7-morpholino-3H-1,3,4-triazainden-5-yl]-3-(m-tolyl)-5-pyrazolecarboxylate COCCN1C=NC2=C(C=C(N=C12)N1N=C(C=C1C(=O)OCC)C=1C=C(C=CC1)C)N1CCOCC1